CN1[C@H](CCC1)C(C(=O)N)C 2-((R)-1-methylpyrrolidin-2-yl)propionamide